methyl (3S,4S)-4-(3-methoxyphenyl)tetrahydropyran-3-carboxylate COC=1C=C(C=CC1)[C@@H]1[C@@H](COCC1)C(=O)OC